C(CCCCC)NCCC1=C(C=CC=C1)O (2-(hexylamino)ethyl)phenol